CC1=C(C=C(C=C1)C)C1NCCC1 2-(2,5-dimethylphenyl)pyrrolidine